oxireno[2',3':3,4]pyrrolo[1,2-c]oxazol-6-one O1C2=C1C(N1COC=C12)=O